BrC1=CC(=C(C=C1)CNC(OC(C)(C)C)=O)C(C1=CC=CC=C1)O tert-butyl N-({4-bromo-2-[hydroxy(phenyl)methyl]phenyl}methyl)carbamate